ClC=1C=C(C=C(C1)F)N1CCC=2C=C(N=CC2[C@H]1C)C(=O)O (R)-7-(3-chloro-5-fluorophenyl)-8-methyl-5,6,7,8-tetrahydro-2,7-naphthyridine-3-carboxylic acid